[Na].COC=1C=C(C=CC1OCCCN1CCNCC1)NC(=O)C1(CCCC1)NC(CCN1C=NC=C1C)=O N-(3-methoxy-4-(3-(1-piperazinyl)propoxy)phenyl)-1-(3-(5-methyl-1H-imidazol-1-yl)propionamido)cyclopentane-1-carboxamide sodium